(S)-6-bromo-5,7-difluoro-4-((1-hydroxyl-Prop-2-yl)amino)quinoline-3-carboxylic acid ethyl ester C(C)OC(=O)C=1C=NC2=CC(=C(C(=C2C1N[C@H](CO)C)F)Br)F